NC=1C2=C(N=CN1)C(=NC(=C2)NCC(F)F)C=2C(=C(C=CC2C)O)C (R)-3-{4-amino-6-[(2,2-difluoroethyl)amino]pyrido[3,4-d]pyrimidin-8-yl}-2,4-dimethylphenol